(S)-2-(2,5-difluoro-4-(6-((2-methoxy-4-((1-methyl-1H-pyrazol-4-yl)ethynyl)benzyl)oxy)pyridin-2-yl)benzyl)-1-(oxetan-2-ylmethyl)-1H-benzo[d]imidazole-6-carboxylic acid FC1=C(CC2=NC3=C(N2C[C@H]2OCC2)C=C(C=C3)C(=O)O)C=C(C(=C1)C1=NC(=CC=C1)OCC1=C(C=C(C=C1)C#CC=1C=NN(C1)C)OC)F